3-((1H-Pyrrolo[2,3-b]pyridin-5-yl)ethynyl)-N-(3-(6-fluoropyridin-3-yl)-1-methyl-1H-indol-6-yl)-4-methylbenzamide N1C=CC=2C1=NC=C(C2)C#CC=2C=C(C(=O)NC1=CC=C3C(=CN(C3=C1)C)C=1C=NC(=CC1)F)C=CC2C